methyl (1r,4R)-4-(3-chloroanilino)-2'-{(2R)-3-[(4-methoxyphenyl)methoxy]-2-methylpropyl}-4'-methylspiro[cyclohexane-1,1'-indene]-4-carboxylate ClC=1C=C(NC2(CCC3(C(=CC4=C(C=CC=C34)C)C[C@H](COCC3=CC=C(C=C3)OC)C)CC2)C(=O)OC)C=CC1